2-(((2R,4S)-1-acetyl-4-(4-(difluoromethoxy)-3-isopropoxyphenyl)pyrrolidin-2-yl)methyl)-N5-methylpyridine-2,5-dicarboxamide C(C)(=O)N1[C@H](C[C@H](C1)C1=CC(=C(C=C1)OC(F)F)OC(C)C)CC1(NC=C(C=C1)C(=O)NC)C(=O)N